ClC1=C(C(=CC=C1)Cl)C1=CC=C(S1)CC(=O)NCCN1CCOCC1 2-(5-(2,6-Dichlorophenyl)thiophen-2-yl)-N-(2-morpholinoethyl)acetamid